(2S,5R)-2-(1-(4-bromophenyl)-4-(4-fluorophenyl)-1H-pyrazol-3-yl)-5-methyl-3-(2-(2-oxo-2,3-dihydro-1H-benzo[d]imidazol-5-yl)ethyl)oxazolidin-4-one BrC1=CC=C(C=C1)N1N=C(C(=C1)C1=CC=C(C=C1)F)[C@@H]1O[C@@H](C(N1CCC1=CC2=C(NC(N2)=O)C=C1)=O)C